COC1=C(C=CC(=C1)C)B(O)O (2-methoxy-4-methylphenyl)boronic acid